2,2',2''-nitrilotriacetate N(CC(=O)[O-])(CC(=O)[O-])CC(=O)[O-]